(Z)-4-[4-[(E)-3-(4-Methylphenyl)prop-2-enoyl]anilino]-4-oxobut-2-enoic acid CC1=CC=C(C=C1)/C=C/C(=O)C1=CC=C(NC(\C=C/C(=O)O)=O)C=C1